2-(4-(2-(2-(bicyclo[2.2.2]octan-1-yl)acetoxy)ethyl)-1-(4-hydroxybutyl)piperidin-4-yl)ethyl 4,4-bis(octyloxy)butanoate C(CCCCCCC)OC(CCC(=O)OCCC1(CCN(CC1)CCCCO)CCOC(CC12CCC(CC1)CC2)=O)OCCCCCCCC